ClC=1N=CC2=CC=C(C=C2C1)S(=O)(=O)NC1(CC1)C 3-chloro-N-(1-methylcyclopropyl)isoquinoline-6-sulfonamide